(2-(3-cyclopropyl-2,3-dihydro-1H-pyrrolo[1,2,3-de]quinoxalin-5-yl)-5-methoxy-3-methylimidazo[1,2-a]pyridin-7-yl)methanone cobalt iron cyanide potassium iron cyanide [Fe](C#N)C#N.[K].[Fe](C#N)C#N.[Co].C1(CC1)C1CNC=2C=CC=C3C2N1C(=C3)C=3N=C1N(C(=CC(=C1)C=O)OC)C3C